ClC=1C=C(COC2=CC=C(C=C2)C2=NC=C(C=N2)COC=2C=CC(=C(C(=O)O)C2)NC(=O)OC2CCCC2)C=CC1 5-((2-(4-((3-Chlorobenzyl)oxy)phenyl)pyrimidin-5-yl)methoxy)-2-(((cyclopentyloxy)carbonyl)amino)benzoic acid